C(CCCCCCCCCCC)(=O)[C@](N)(CCCNC(N)=N)C(=O)O alpha-lauroyl-arginine